4-(N-(3,5-dicyclopropylbenzyl)-2-(N-(2-(trifluoromethyl)benzyl)-(2,3,4,5,6-pentafluoro-phenyl)sulfonamido)acetamido)-3-methylbenzoic acid C1(CC1)C=1C=C(CN(C(CN(S(=O)(=O)C2=C(C(=C(C(=C2F)F)F)F)F)CC2=C(C=CC=C2)C(F)(F)F)=O)C2=C(C=C(C(=O)O)C=C2)C)C=C(C1)C1CC1